2-[[(3-phenylpropyl)sulfonyl]methyl]pentanedioic acid C1(=CC=CC=C1)CCCS(=O)(=O)CC(C(=O)O)CCC(=O)O